CN(CCCC=1C=C(C=C(C1)F)NC(C1=CC(=C(C=C1)C)C#C)=O)C N-(3-(3-(dimethylamino)propyl)-5-fluorophenyl)-3-ethynyl-4-methylbenzamide